ClC=1C=CC2=C(C(=CO2)C2CCN(CC2)C(=O)C2=CC=C(C=C2)[C@@]2(C(NC(N2)=O)=O)C(C)C)C1 (R)-5-{4-[4-(5-chlorobenzofuran-3-yl)piperidine-1-carbonyl]phenyl}-5-isopropylimidazolidine-2,4-dione